C(C)OC(=O)C1=CC(=NN1)OCOCC[Si](C)(C)C.N1=CC=C(C=C1)CCNC(C(C1=CC(=C(C(=C1)OC)OC)OC)NCCC1=CC=NC=C1)=O N-(2-pyridine-4-ylethyl)-2-[(2-pyridine-4-ylethyl)amino]-2-(3,4,5-trimethoxyphenyl)acetamid ethyl-3-(2-trimethylsilylethoxymethoxy)-1H-pyrazole-5-carboxylate